C(C)(C)C1=CC=C(C=C1)N1NC(=CC1C1=CC=C(C=C1)C(C)(C)C)C1=CC=C(C=C1)C(C)(C)C 1-(4-isopropylphenyl)-3-(4-tert-butylphenyl)-5-(4-tert-butylphenyl)-pyrazoline